C1(=CC=CC=C1)CC(C)N 1-phenyl-2-aminopropane